C(C)C1=C(C=2C(=NN(C2C=C1)C)C)N 5-ETHYL-1,3-DIMETHYL-1H-INDAZOL-4-AMINE